C(#N)C=1C=C(C=CC1)CN1C2=C(C=CC=C2C=2CCC(CC12)CCCCCC)C(=O)O 9-[(3-cyanophenyl)methyl]-2-hexyl-2,3,4,9-tetrahydro-1H-carbazole-8-carboxylic acid